Cl.F[C@@H]1CN(CC1)C=1C2=C(N=CN1)CNCC2 (S)-4-(3-fluoropyrrolidin-1-yl)-5,6,7,8-tetrahydropyrido[3,4-d]pyrimidine hydrochloride